p-carbamthioylphenyl [1-(p-chlorobenzoyl)-5-methoxy-2-methyl-1H-indol-3-yl]acetate ClC1=CC=C(C(=O)N2C(=C(C3=CC(=CC=C23)OC)CC(=O)OC2=CC=C(C=C2)C(N)=S)C)C=C1